BrC1=NC(=NS1)CC1=C(C=C(C=C1F)C1=CC=CC=C1)F 5-bromo-3-((3,5-difluoro-[1,1'-biphenyl]-4-yl)methyl)-1,2,4-thiadiazole